FC=1C=C(C=NC1)[C@H](CNC(CCC1CCC(CC1)C(=O)OC)(C)C)O methyl (1R,4r)-4-{3-[(R)-2-(5-fluoro-3-pyridyl)-2-hydroxyethylamino]-3-methylbutyl}cyclohexanecarboxylate